N1(CCC(CC1)C1=CC=C2C(=NN(C2=C1)C)N1C(NC(CC1)=O)=O)C1CCNCC1 1-(6-([1,4'-bipiperidin]-4-yl)-1-methyl-1H-indazol-3-yl)dihydropyrimidine-2,4(1H,3H)-dione